NC1=C(OC/C=C/C2CN(C2)C(=O)OC(C)(C)C)C=CC(=C1)C(=O)N1CCC(CC1)C1=CC=C(C=C1)OC=1N=NC(=CC1)C(F)(F)F tert-butyl (E)-3-(3-(2-amino-4-(4-(4-((6-(trifluoromethyl)pyridazin-3-yl)oxy)phenyl)piperidine-1-carbonyl)phenoxy)prop-1-en-1-yl)azetidine-1-carboxylate